N1(CCNCC1)N1C(=NC2=C1C=CC=C2)C(F)(F)F piperazin-1-yl-2-(trifluoromethyl)-1H-benzo[d]imidazole